2-(3,6-dichloro-2-methoxy-phenyl)-2,2-difluoro-acetic acid ClC=1C(=C(C(=CC1)Cl)C(C(=O)O)(F)F)OC